ClC1=CC=C(C=C1)NC=1C(C(C1NC1=CC(=CC=C1)C=1N=CSC1)=O)=O 3-[(4-Chlorophenyl)amino]-4-{[3-(1,3-thiazol-4-yl)phenyl]amino}cyclobut-3-ene-1,2-dione